tert-butyl (S)-(3-amino-3-(3-benzyl-1,2,4-oxadiazol-5-yl)propyl)carbamate N[C@@H](CCNC(OC(C)(C)C)=O)C1=NC(=NO1)CC1=CC=CC=C1